(R)-(4-((1-(3-amino-2-methoxyphenyl)ethyl)amino)-6-methoxy-2-methylquinazolin-7-yl)(morpholino)methanone NC=1C(=C(C=CC1)[C@@H](C)NC1=NC(=NC2=CC(=C(C=C12)OC)C(=O)N1CCOCC1)C)OC